(racemic)-6-(4-fluoro-1-((4'-methoxy-[1,1'-biphenyl]-4-yl)methyl)-1H-indole-7-carboxamido)spiro[3.3]heptane-2-carboxylic acid FC1=C2C=CN(C2=C(C=C1)C(=O)NC1CC2(CC(C2)C(=O)O)C1)CC1=CC=C(C=C1)C1=CC=C(C=C1)OC